COC1=C(C=C(C=C1)OC)C1=CC=C(C=C1)N1N=NC(=C1)C1=CC=NC=C1 4-(1-(2',5'-Dimethoxy-[1,1-biphenyl]-4-yl)-1H-1,2,3-triazol-4-yl)pyridine